ethyl 4-(3-{[4-(1H-imidazole-2-amido)-1-methylpyrrol-2-yl]formamido}propanamido)-1-methylimidazole-2-carboxylate N1C(=NC=C1)C(=O)NC=1C=C(N(C1)C)C(=O)NCCC(=O)NC=1N=C(N(C1)C)C(=O)OCC